C(C=C)(=O)OCC(CC1=CC=CC=C1)O 2-hydroxy-3-phenylpropyl acrylate